tert-butyl 4-[2-[4-(4,4,5,5-tetramethyl-1,3,2-dioxaborolan-2-yl)phenyl]ethyl]piperidine-1-carboxylate CC1(OB(OC1(C)C)C1=CC=C(C=C1)CCC1CCN(CC1)C(=O)OC(C)(C)C)C